OC(COC=1C=C(C=2N(C1)N=CC2C#N)C=2C=NC(=CC2)N2CC1N(C(C2)C1)C(=O)C1CCC(CC1)O)(C)C 6-(2-hydroxy-2-methylpropoxy)-4-(6-(6-((1r,4r)-4-hydroxy-cyclohexane-1-carbonyl)-3,6-diazabicyclo[3.1.1]heptan-3-yl)pyridin-3-yl)pyrazolo[1,5-a]pyridine-3-carbonitrile